4-(((trans)-4-(4-(1-(2-ethyl-2-hydroxybutyl)-1H-pyrazol-5-yl)phenyl)cyclohexyl)oxy)-1H-1,2,3-triazole-5-carboxylic acid C(C)C(CN1N=CC=C1C1=CC=C(C=C1)[C@@H]1CC[C@H](CC1)OC=1N=NNC1C(=O)O)(CC)O